Uridine 5'-monophosphate trisodium hydrate O.[Na+].[Na+].[Na+].P(=O)([O-])([O-])OC[C@@H]1[C@H]([C@H]([C@@H](O1)N1C(=O)NC(=O)C=C1)O)O